CN(C)CCOC(C(=C)C)=O methacrylic acid-N,N-dimethylaminoethyl ester